CN1N=NC(=C1C=1C=C2C(=NC1)C1=C(N2[C@@H](C2CCOCC2)C2=NC=CC=C2F)C(=NN1C)C(C)(C)O)C (S)-2-(6-(1,4-dimethyl-1H-1,2,3-triazol-5-yl)-4-((3-fluoropyridin-2-yl)(tetrahydro-2H-pyran-4-yl)methyl)-1-methyl-1,4-dihydropyrazolo[3',4':4,5]pyrrolo[3,2-b]pyridine-3-yl)propan-2-ol